2,4-dimethyl-chromenium CC1=[O+]C2=CC=CC=C2C(=C1)C